N1(N=NC2=C1C=CC=C2)C2=NC(=NC=C2C(F)(F)F)N[C@@H]2CNCCC2 4-(1H-1,2,3-benzotriazol-1-yl)-N-[(3S)-piperidin-3-yl]-5-(trifluoromethyl)pyrimidin-2-amine